triethylammonium (S)-7,7'-(((6-((4-hydroxyphenethyl)amino)-6-oxohexane-1,5-diyl)bis(azanediyl))-bis(carbonyl))bis(6-hydroxynaphthalene-2-sulfonate) OC1=CC=C(CCNC([C@H](CCCCNC(=O)C2=C(C=C3C=CC(=CC3=C2)S(=O)(=O)[O-])O)NC(=O)C2=C(C=C3C=CC(=CC3=C2)S(=O)(=O)[O-])O)=O)C=C1.C(C)[NH+](CC)CC.C(C)[NH+](CC)CC